(S)-6-((5-Oxopyrrolidin-2-yl)methoxy)-4-propylpyrido[3,4-g]isoquinolin O=C1CC[C@H](N1)COC1=NC=CC=2C=C3C(=CC12)C(=CN=C3)CCC